tert-butyl-5-(1-chloro-6,7,8,9-tetrahydro-5H-pyrido[3,4-b]indol-4-yl)-3,6-dihydropyridine-1(2H)-carboxylate C(C)(C)(C)OC(=O)N1CCC=C(C1)C1=CN=C(C=2NC=3CCCCC3C21)Cl